Cl.FC(C(CNN)C)(F)F (3,3,3-trifluoro-2-methylpropyl)hydrazine hydrochloride